C[Si](C(OCC#C)C1=CC=CC=C1)(C)C trimethyl(phenyl(prop-2-yn-1-yloxy)methyl)silane